ClC1=C(C(=CC=2C3=C(C=NC12)CN([C@H]3C)C(COC3(CC3)CO)=O)OC)Cl (S)-1-(6,7-dichloro-8-methoxy-1-methyl-1,3-dihydro-2H-pyrrolo[3,4-c]quinolin-2-yl)-2-(1-(hydroxymethyl)cyclopropoxy)ethan-1-one